N-(5-(2-fluoro-2-methoxyacetyl)-6-((2,3',5'-trifluoro-[1,1'-biphenyl]-3-yl)methyl)-5-azaspiro[2.4]heptan-7-yl)methanesulfonamide FC(C(=O)N1CC2(CC2)C(C1CC=1C(=C(C=CC1)C1=CC(=CC(=C1)F)F)F)NS(=O)(=O)C)OC